6-Fmoc-aminocaproic acid C(=O)(OCC1C2=CC=CC=C2C2=CC=CC=C12)CCCCC(C(=O)O)N